methyl 5-chloro-2-((2-ethyl-4-fluoro-phenyl)amino)-4-fluorobenzoate ClC=1C(=CC(=C(C(=O)OC)C1)NC1=C(C=C(C=C1)F)CC)F